FC1=C(C=CC=C1)C1=CC=C(C=C1)CCCC(=O)NC=1C=C2C=CNC2=CC1 4-(2'-fluoro-[1,1'-biphenyl]-4-yl)-N-(1H-indol-5-yl)butanamide